C(C)(C)(C)OC(=O)N1CC(N(CC1)C=1C2=C(N=CN1)N(C=C2Br)C2=NC=CC(=C2)Cl)(C)C 4-(5-bromo-7-(4-chloropyridin-2-yl)-7H-pyrrolo[2,3-d]pyrimidin-4-yl)-3,3-dimethylpiperazine-1-carboxylic acid tert-butyl ester